[2-(piperazin-1-ylmethyl)phenyl]methanol N1(CCNCC1)CC1=C(C=CC=C1)CO